N-Methyl-N-[(3S)-pyrrolidin-3-yl]pyrimidin-2-amine hydrochloride Cl.CN(C1=NC=CC=N1)[C@@H]1CNCC1